(2R,4R)-4-t-Butoxycarbonylamino-5-(3'-chlorobiphenyl-4-yl)-2-hydroxypentanoic Acid C(C)(C)(C)OC(=O)N[C@@H](C[C@H](C(=O)O)O)CC1=CC=C(C=C1)C1=CC(=CC=C1)Cl